2-cyano-5-methyl-4-((7-methyl-8-oxo-9-(tetrahydro-2H-pyran-4-yl)-8,9-dihydro-7H-purin-2-yl)amino)benzoic acid C(#N)C1=C(C(=O)O)C=C(C(=C1)NC1=NC=C2N(C(N(C2=N1)C1CCOCC1)=O)C)C